C1(CCCC1)OC(=O)C1(CC1)CNC(=O)C=1C(=NC=C(C1)C1=CC=C2C(=NNC2=C1)C(NC)=O)OC.ClC1=NC=CC=C1C(=O)NC1=C(C=CC=C1)C1=CC=C(C=C1)C#C 2-chloro-N-(4'-ethynylbiphenyl-2-yl)pyridin-3-carboxamide cyclopentyl-1-[({2-methoxy-5-[3-(methylcarbamoyl)-1H-indazol-6-yl]pyridin-3-yl}-formamido)methyl]cyclopropane-1-carboxylate